2-(2-methoxyethoxy)-N-(1-(1-methoxyisoquinolin-4-yl)ethyl)ethan-1-amine COCCOCCNC(C)C1=CN=C(C2=CC=CC=C12)OC